NC1CCN(CC1)C1=C(C=NC2=CC=C(C=C12)C1=C(C(=CC(=C1)F)C=NOC)O)C1=CC(=CC(=C1)F)F 2-[4-(4-aminopiperidin-1-yl)-3-(3,5-difluorophenyl)quinolin-6-yl]-4-fluoro-6-[(methoxyimino)methyl]phenol